FC1(CC(C(CC1)=NNS(=O)(=O)C1=CC=C(C=C1)C)(C([2H])([2H])[2H])C([2H])([2H])[2H])F N'-(4,4-difluoro-2,2-bis(methyl-d3)cyclohexylidene)-4-methylbenzenesulfonohydrazide